(2-methyl-1-oxopropyl)-N-[3-(2-methylpropyl)-4-[2,2,2-trifluoro-1-methoxy-1-(trifluoromethyl)ethyl]phenyl]-1H-pyrazole-4-carboxamide CC(C(=O)N1N=CC(=C1)C(=O)NC1=CC(=C(C=C1)C(C(F)(F)F)(C(F)(F)F)OC)CC(C)C)C